C12COCC2O1 3,6-dioxabicyclo[3.1.0]hexane